2,2'-methylenebis(6-methyl-1,4-benzenediol) C(C1=C(C(=CC(=C1)O)C)O)C1=C(C(=CC(=C1)O)C)O